2-(azetidin-1-yl)-4-[4-(2-hydroxypropoxy)phenyl]-6-(3-pyridylmethylsulfanyl)pyridine-3,5-dicarbonitrile N1(CCC1)C1=NC(=C(C(=C1C#N)C1=CC=C(C=C1)OCC(C)O)C#N)SCC=1C=NC=CC1